3-chloro-6-chloro-imidazo[1,2-b]pyridazine ClC1=CN=C2N1N=C(C=C2)Cl